C[C@@H]1N(CC1)C=1N=C(C2=C(N1)CCC2)C=2C=C(C=CC2)C2CC(C2)C(=O)O (1S,3r)-3-(3-(2-((S)-2-methylazetidin-1-yl)-6,7-dihydro-5H-cyclopenta[d]pyrimidin-4-yl)phenyl)cyclobutane-1-carboxylic acid